2-[2-fluoro-4-(methylamino)phenyl]-N-[(3S)-2-oxo-5-phenyl-1,3-dihydro-1,4-benzodiazepine-3-Yl]pyrazolo[1,5-a]pyrimidine-3-carboxamide FC1=C(C=CC(=C1)NC)C1=NN2C(N=CC=C2)=C1C(=O)N[C@@H]1C(NC2=C(C(=N1)C1=CC=CC=C1)C=CC=C2)=O